tert-Butyl (2S,4R)-4-(5-(5-cyano-2-cyclopropylphenyl)-1,3,4-oxadiazole-2-carboxamido)-2-(methoxy methyl)pyrrolidine-1-carboxylate C(#N)C=1C=CC(=C(C1)C1=NN=C(O1)C(=O)N[C@@H]1C[C@H](N(C1)C(=O)OC(C)(C)C)COC)C1CC1